C(=O)(OC(C)(C)C)C(C(=O)O)(CCCC)N boc-aminocaproic acid